C(N)(OCC1CC1)=O (+/-)-cis-(cyclopropylmethyl) carbamate